isopropyl 2-(isopropoxysulfonyl)-propionate C(C)(C)OS(=O)(=O)C(C(=O)OC(C)C)C